FC1CC(N(C1)C(CN1N=CC=C1)=O)C(=O)NC(C1=CC=C(C=C1)C(C)C)C1=CC=CC=C1 4-fluoro-N-{phenyl-[4-(prop-2-yl)phenyl]methyl}-1-[2-(1H-pyrazol-1-yl)acetyl]pyrrolidine-2-carboxamide